dimorpholine hydrochloride Cl.N1CCOCC1.N1CCOCC1